3-fluoro-N-(4-fluoro-3-(5-(3-(trifluoromethyl)azetidin-1-yl)-2H-pyrazolo[3,4-b]pyridin-2-yl)phenyl)azetidine-1-carboxamide FC1CN(C1)C(=O)NC1=CC(=C(C=C1)F)N1N=C2N=CC(=CC2=C1)N1CC(C1)C(F)(F)F